C12CN(CC(N1)C2)C(=O)C2=CC(=C(CN1C(C3=C(N=C(N=C3N[C@H](C)CCC)N)C=C1)=O)C=C2)OC 6-(4-(3,6-diazabicyclo[3.1.1]heptane-3-carbonyl)-2-methoxybenzyl)-2-amino-4-(((R)-pentan-2-yl)amino)pyrido[4,3-d]pyrimidin-5(6H)-one